5-methylpyridine-2,3-dicarboxylic acid methyl ester COC(=O)C1=NC=C(C=C1C(=O)O)C